3-methylbenzene-1,2-diamine CC1=C(C(=CC=C1)N)N